[Na].FC1=CC(=C(C(=C1)C=1C=NC=CC1)NC(=O)NS(=O)(=O)C1=NN(C(=C1)C(=O)N(C)C)C)C(C)C 3-(N-((4-Fluoro-2-isopropyl-6-(pyridin-3-yl)phenyl)carbamoyl)sulfamoyl)-N,N,1-trimethyl-1H-pyrazole-5-carboxamide, sodium salt